C1(CC1)C=1N=NN(C1CO[C@H]1[C@@H]2CN([C@H](C1)C2)C=2SC1=C(N2)C(=CC=C1)[C@H]1COCC1)C1=C(C=CC=C1Cl)Cl 2-((1S,4S,5R)-5-((4-Cyclopropyl-1-(2,6-dichlorophenyl)-1H-1,2,3-triazol-5-yl)methoxy)-2-azabicyclo[2.2.1]heptan-2-yl)-4-((S)-tetrahydrofuran-3-yl)benzo[d]thiazol